FC=1C=NN(C1)C=1C=CC(=C(C1)O)C=1N=NC(=CC1)O[C@@H]1[C@@H]([C@H]2CCC[C@@H](C1)N2)F 5-(4-fluoro-1H-pyrazol-1-yl)-2-(6-(((1R,2R,3S,5S)-2-fluoro-9-azabicyclo[3.3.1]nonan-3-yl)oxy)pyridazin-3-yl)phenol